2,4,6-trifluoro-benzoinethylamine FC1(C(C(=CC(=C1)F)F)C(=O)C(O)C1=CC=CC=C1)CCN